3-(4-chlorophenyl)pyridine ClC1=CC=C(C=C1)C=1C=NC=CC1